1-hydroperoxyethylbenzene O(O)C(C)C1=CC=CC=C1